C12N(CC(CC1)C2)C=2C(=NC1=CC(=CC(=C1N2)[C@@H](C)NC=2C(=NC(=CC2)Cl)C(=O)O)C)C#N 3-(((1R)-1-(3-(2-azabicyclo[2.2.1]heptan-2-yl)-2-cyano-7-methylquinoxalin-5-yl)ethyl)amino)-6-chloropicolinic acid